FC1=C(CC2=C3N(C=C(N2)C2=C(C(=CC=C2)[N+](=O)[O-])F)C(C(=N3)CC=3OC=CC3)=O)C(=CC=C1)F 8-(2,6-difluorobenzyl)-6-(2-fluoro-3-nitrophenyl)-2-(furan-2-ylmethyl)imidazo[1,2-a]Pyrazin-3(7H)-one